8-(3H-Benzimidazol-5-yl)-1-(3-fluoro-5-methoxypyridin-2-yl)-7-methoxy-3-methyl-1,3-dihydroimidazo[4,5-c]quinolin-2-one N1=CNC2=C1C=CC(=C2)C2=CC=1C3=C(C=NC1C=C2OC)N(C(N3C3=NC=C(C=C3F)OC)=O)C